cyclopenta[g]quinazoline N1=CN=CC=2CC=3C(=CC12)C=CC3